ClC1=NC2=CC=CC=C2C(N1)=O 2-chloroquinazolin-4(3H)-one